FC1(CC(C1)C(C=C)NC(=O)C=1C(=NC(=NC1)C(C)(F)F)OC1=CC=CC=C1)F N-[1-(3,3-difluorocyclobutyl)allyl]-2-(1,1-difluoroethyl)-4-phenoxy-pyrimidine-5-carboxamide